α-Cumylperoxyneoheptanoat C(C)(C)(C1=CC=CC=C1)OOC(CCC(C)(C)C)=O